(cis)-3-[5-(2-bromoethoxy)-7-(trifluoromethyl)-1H-indazol-1-yl]-1-methylcyclobutanol BrCCOC=1C=C2C=NN(C2=C(C1)C(F)(F)F)C1CC(C1)(O)C